1-({3,4-difluoro-2-[(2-fluoro-4-iodophenyl)amino]phenyl}carbonyl)-3-[(1S)-1-(methylamino)ethyl]azetidin-3-ol FC=1C(=C(C=CC1F)C(=O)N1CC(C1)(O)[C@H](C)NC)NC1=C(C=C(C=C1)I)F